N-(4-(6-(4-((6-methoxypyridin-3-yl)methyl)piperazin-1-yl)pyridin-3-yl)-6-(1-Methyl-1H-pyrazol-4-yl)pyrazolo[1,5-a]pyridin-3-yl)acetamide COC1=CC=C(C=N1)CN1CCN(CC1)C1=CC=C(C=N1)C=1C=2N(C=C(C1)C=1C=NN(C1)C)N=CC2NC(C)=O